phenanthro[2,1-d]imidazole N1=CNC2=C1C=CC=1C=3C=CC=CC3C=CC12